(7S)-7-(tert-butyl)-2-(((1-((6-fluoropyridin-3-yl)methyl)-1H-pyrazol-4-yl)methyl)amino)-4,8-dimethyl-7,8-dihydropteridin-6(5H)-one C(C)(C)(C)[C@H]1C(NC=2C(=NC(=NC2N1C)NCC=1C=NN(C1)CC=1C=NC(=CC1)F)C)=O